((S)-1-(oxetan-3-yl)piperidin-3-yl)-4-azaspiro[2.5]octane-7-carboxamide O1CC(C1)N1C[C@@H](CCC1)C1CC12NCCC(C2)C(=O)N